3-([1,1':3',1''-terphenyl]-2'-yl-2,2'',3,3'',4,4'',5,5'',6,6''-d10)-1-(3-((9-(3,5-dimethylpyridin-2-yl)-9H-carbazol-2-yl)oxy)phenyl)-1H-benzo[d]imidazol-3-ium chloride [Cl-].C1(=C(C(=C(C(=C1[2H])[2H])[2H])[2H])[2H])C1=C(C(=CC=C1)C1=C(C(=C(C(=C1[2H])[2H])[2H])[2H])[2H])[N+]1=CN(C2=C1C=CC=C2)C2=CC(=CC=C2)OC2=CC=1N(C3=CC=CC=C3C1C=C2)C2=NC=C(C=C2C)C